2,7-dibromopyrene BrC1=CC2=CC=C3C=C(C=C4C=CC(=C1)C2=C43)Br